(4-(dibromomethyl) benzo[d]thiazol-2-yl) carbamate C(N)(OC=1SC2=C(N1)C(=CC=C2)C(Br)Br)=O